O=C1NC=2C(=NC=CC2C2CCN(CC2)C(=O)OC(C)(C)C)N1 tert-butyl 4-{2-oxo-1H,3H-imidazo[4,5-b]pyridin-7-yl}piperidine-1-carboxylate